benzyl N-[[rac-(1R,3S)-3-[(5-iodo-2-pyridyl)amino]cyclopentyl]methyl]carbamate IC=1C=CC(=NC1)N[C@@H]1C[C@@H](CC1)CNC(OCC1=CC=CC=C1)=O |r|